Ethyl 2-[[4-[1-methyl-4-(4-pyridyl)pyrazol-3-yl]phenoxy] methyl]imidazo[1,2-a]pyridine-3-carboxylate CN1N=C(C(=C1)C1=CC=NC=C1)C1=CC=C(OCC=2N=C3N(C=CC=C3)C2C(=O)OCC)C=C1